O1COC2=C1C=CC(=C2)CCC(=CCCOC2=C(C=C(C=O)C=C2)OCC)C 4-((6-(benzo[d][1,3]dioxol-5-yl)-4-methylhex-3-en-1-yl)oxy)-3-ethoxybenzaldehyde